[S].[Sn].[Cd].[Zn].[Cu] copper zinc cadmium tin sulfur